(1-(4-((3-amino-4-nitrophenyl)thio)phenyl)piperidin-4-yl)(cyclopropyl)methanone NC=1C=C(C=CC1[N+](=O)[O-])SC1=CC=C(C=C1)N1CCC(CC1)C(=O)C1CC1